C(C)OC(=O)C=1C(=NN2C1N=CC=C2)C2=C(C=C(C=C2)N2CCCC2)F.FC(C2=C(C=CC=C2)C=CC(=O)N2C(OC(C2)([2H])[2H])=O)(F)F 3-(3-(2-trifluoromethylphenyl)acryloyl)oxazolidin-2-one-5,5-d2 Ethyl-2-(2-fluoro-4-pyrrolidin-1-ylphenyl)pyrazolo[1,5-a]pyrimidine-3-carboxylate